N-methyl-4-(2-pentyl-1H-benzo[d]imidazol-1-yl)thiophene-2-carboxamide CNC(=O)C=1SC=C(C1)N1C(=NC2=C1C=CC=C2)CCCCC